ClC=1C=C2C(=CC1)N(C(C21CCN(CC1)C(=O)OC(C)(C)C)=O)C1CC(C1)=O tert-butyl 5-chloro-2-oxo-1-(3-oxocyclobutyl)-1,2-dihydrospiro[indole-3,4'-piperidine]-1'-carboxylate